2-[[(2S)-4-[3-chloro-4-(trifluoromethyl)phenyl]-2-(9H-fluoren-9-ylmethoxycarbonylamino)butanoyl]-thiophen-3-ylamino]acetic acid ClC=1C=C(C=CC1C(F)(F)F)CC[C@@H](C(=O)N(CC(=O)O)C1=CSC=C1)NC(=O)OCC1C2=CC=CC=C2C=2C=CC=CC12